2,2'-azo-bis[2-methylpropionitrile] dihydrochloride Cl.Cl.N(=NC(C#N)(C)C)C(C#N)(C)C